benzoborol B1C=CC2=C1C=CC=C2